4-(benzylthio)aniline C(C1=CC=CC=C1)SC1=CC=C(N)C=C1